9,9'-(3',5'-di(9H-carbazol-9-yl)-[3,4'-bipyridine]-2',6'-diyl)bis(N,N-diphenyl-9H-carbazol-3-amine) C1=CC=CC=2C3=CC=CC=C3N(C12)C=1C(=NC(=C(C1C=1C=NC=CC1)N1C2=CC=CC=C2C=2C=CC=CC12)N1C2=CC=CC=C2C=2C=C(C=CC12)N(C1=CC=CC=C1)C1=CC=CC=C1)N1C2=CC=CC=C2C=2C=C(C=CC12)N(C1=CC=CC=C1)C1=CC=CC=C1